OC1=C(C=CC=C1)C(C=CC1=CC(=C(C=C1)OC)CC=C(C)C)=O 1-(2-Hydroxyphenyl)-3-[4-methoxy-3-(3-methylbut-2-enyl)phenyl]prop-2-en-1-one